6-bromopyrrolo[1,2-b]pyridazin BrC=1C=C2N(N=CC=C2)C1